ClC=1C(=NC=CC1[S-])N1CC(CC1)CO 3-chloro-2-(3-(hydroxymethyl)pyrrolidin-1-yl)pyridine-4-thiolate